(4R)-4-fluoropyrrolidine-2-carbaldehyde F[C@@H]1CC(NC1)C=O